N-(o-nitrophenyl)pyridinium 2,2,2-trifluoroethyl-N-[4-chloro-2-[[(1S)-3-(methylamino)-2,3-dioxo-1-[[(3S)-2-oxopyrrolidin-3-yl]methyl]propyl]carbamoyl]phenyl]carbamate FC(COC(NC1=C(C=C(C=C1)Cl)C(N[C@H](C(C(=O)NC)=O)C[C@H]1C(NCC1)=O)=O)=O)(F)F.[N+](=O)([O-])C1=C(C=CC=C1)[N+]1=CC=CC=C1